dioctyl acetylcitrate C(C)(=O)C(C(=O)OCCCCCCCC)C(O)(C(=O)[O-])CC(=O)OCCCCCCCC